C1(=CCCCC1)C=1C=CC(=NC1)CO (5-(cyclohex-1-en-1-yl)pyridin-2-yl)methanol